(R)-N,N-Dimethyl-1-(pyrrolidin-3-yl)piperidin-4-amine CN(C1CCN(CC1)[C@H]1CNCC1)C